1-methyl-6-[4-[3-(6-oxa-3-azabicyclo[3.1.1]heptan-3-yl)-3-oxo-propoxy]phenoxy]indazole-5-carboxamide CN1N=CC2=CC(=C(C=C12)OC1=CC=C(C=C1)OCCC(=O)N1CC2OC(C1)C2)C(=O)N